FC1=CC=NC(=C1)C=1C=CC2=C(N(C(O2)=O)C)C1 4-fluoro-6-(3-methyl-2-oxo-2,3-dihydrobenzo[d]oxazol-5-yl)pyridine